C(#C)C1=C2C(=CC(=CC2=CC=C1F)O)C1=C(C=2N=C(N=C(C2C=N1)N1C[C@@H](OCC1)COC)OC[C@]12CCCN2C[C@@H](C1)F)F 5-ethynyl-6-fluoro-4-(8-fluoro-2-{[(2R,7aS)-2-fluorotetrahydro-1H-pyrrolizin-7a(5H)-yl]methoxy}-4-[(2R)-2-(methoxymethyl)morpholin-4-yl]pyrido[4,3-d]pyrimidin-7-yl)naphthalen-2-ol